FC(C1=NC(=NC=C1)N1CC2(CC1)CCN(CC2)C(=O)OC(C)(C)C)(F)F tert-butyl 2-(4-(trifluoromethyl)pyrimidin-2-yl)-2,8-diazaspiro[4.5]decane-8-carboxylate